C(C1=CC=CC=C1)C=1C=CC=C2C=3C=CC=CC3P(OC12)(C1=C(C=CC(=C1)O)O)=O 8-benzyl-10-(2,5-dihydroxyphenyl)-10H-9-oxa-10-phosphaphenanthrene-10-oxide